FCC(CO)O 1-fluoro-2,3-propylene glycol